C(=O)(OC(C)(C)C)N[C@@H](CC1=CC=C(C=C1)O)C(=O)O Boc-(L)-tyrosine